(S)-(3-Fluorophenyl)(4-(2-(pyridin-3-yl)ethyl)-7-azabicyclo[2.2.1]heptan-1-yl)methanol dihydrochloride Cl.Cl.FC=1C=C(C=CC1)[C@H](O)C12CCC(CC1)(N2)CCC=2C=NC=CC2